ClC=1C=C(C=CC1)CCN1CC(CC1)COC1=CC=C(C=C1)S(=O)(=O)C 1-(3-chlorophenyl-ethyl)-3-((4-(methylsulfonyl)phenoxy)methyl)pyrrolidine